1,3-dibromo-2-(2,3-dibromopropoxy)-5-isononyl-benzene BrC1=C(C(=CC(=C1)CCCCCCC(C)C)Br)OCC(CBr)Br